BrC=1C(=CC=2N(C1)C=C(N2)C2CCC(CC2)C(=O)OC)OC (1R,4R)-Methyl 4-(6-bromo-7-methoxyimidazo[1,2-a]pyridin-2-yl)cyclohexanecarboxylate